4-[2-[3-[4-fluoro-5-methyl-1-[4-(trifluoromethoxy)phenyl]pyrazol-3-yl]-3,8-diazabicyclo[3.2.1]octan-8-yl]ethyl]morpholine FC=1C(=NN(C1C)C1=CC=C(C=C1)OC(F)(F)F)N1CC2CCC(C1)N2CCN2CCOCC2